OC1=C(C(=O)C=2C=NC=3N(C2)N=C(C3)C3=CC=C(C(=O)NCC2=CC=C(C=C2)C(F)(F)F)C=C3)C(=CC=C1[N+](=O)[O-])O 4-(6-(2,6-dihydroxy-3-nitrobenzoyl)pyrazolo[1,5-a]pyrimidin-2-yl)-N-(4-(trifluoromethyl)benzyl)benzamide